5-((3-((2-(difluoromethoxy)-6-methylpyridin-3-yl)carbamoyl)-3-(2-isopropylphenyl)azetidin-1-yl)methyl)-1H-pyrrole-2-carboxylic acid FC(OC1=NC(=CC=C1NC(=O)C1(CN(C1)CC1=CC=C(N1)C(=O)O)C1=C(C=CC=C1)C(C)C)C)F